CN1N=CC(=C1C=O)B1OC(C(O1)(C)C)(C)C 1-methyl-4-(4,4,5,5-tetramethyl-1,3,2-dioxaborolan-2-yl)-1H-pyrazole-5-carbaldehyde